1,2-Octylene Glycol C(C(CCCCCC)O)O